methyl 2-(6-chloro-1-(cyclopropylmethyl)-1H-pyrrolo[2,3-b]pyridin-2-yl)-1-(cyclopropylmethyl)-7-methoxy-1H-benzo[d]imidazole-5-carboxylate ClC1=CC=C2C(=N1)N(C(=C2)C2=NC1=C(N2CC2CC2)C(=CC(=C1)C(=O)OC)OC)CC1CC1